(cis)-3-[(5-cyano-1-benzenesulfonyl-1H-pyrrolo[2,3-b]pyridin-4-yl)-methyl-amino]-4-ethyl-pyrrolidin C(#N)C=1C(=C2C(=NC1)N(C=C2)S(=O)(=O)C2=CC=CC=C2)N([C@@H]2CNC[C@@H]2CC)C